CC1=NN2C(N(C([C@H](CC2)NC(=O)C2=NN(C=N2)C(C)C2=CC=C(C=C2)F)=O)C)=C1 N-((S)-2,4-dimethyl-5-oxo-5,6,7,8-tetrahydro-4H-pyrazolo[1,5-a][1,3]diazepin-6-yl)-1-(1-(4-fluorophenyl)ethyl)-1H-1,2,4-triazole-3-carboxamide